C(C)(C)(C)OC(=O)N[C@H](C[B-](F)(F)F)CCOC(F)F.[K+].ClC1=NC=CC(=C1)C(C)=O 1-(2-chloropyridin-4-yl)ethanone Potassium (R)-(2-((tert-butoxycarbonyl)amino)-4-(difluoromethoxy)butyl)trifluoroborate